1-methyl-5-[4-(hexyloxy)-1,2,5-thiadiazol-3-yl]-1-[(propanoyloxy)methyl]-1,2,3,6-tetrahydropyridin-1-ium chloride [Cl-].C[N+]1(CCC=C(C1)C1=NSN=C1OCCCCCC)COC(CC)=O